(R)-N-(6-chloropyridin-3-yl)-6-(2-(3-methylmorpholino)ethoxy)isoquinolin-1-amine ClC1=CC=C(C=N1)NC1=NC=CC2=CC(=CC=C12)OCCN1[C@@H](COCC1)C